OC1=C(C=CC=C1)CC(C1=C(C=CC=C1)O)C1=C(C=CC=C1)O 1,2,2-tris-(hydroxyphenyl)ethane